O1C=C(C=C1)CC(=O)N(C1=CC=CC=C1)C1CCN(CC1)CCC1=CC=CC=C1 2-(furan-3-yl)-N-(1-phenethylpiperidin-4-yl)-N-phenylacetamide